butoxyisopropanol C(CCC)OC(C)(C)O